4-((4'-fluoro-3,4,5,6-tetrahydro-[1,1'-biphenyl]-2-yl)methyl)piperazine FC1=CC=C(C=C1)C1=C(CCCC1)CN1CCNCC1